C(C)(C)(C)OC(=O)N1[C@H](CC(C1)=C=O)C=1C(=NC=C(C1)F)OC (R)-2-(5-fluoro-2-methoxypyridin-3-yl)-4-carbonylpyrrolidine-1-carboxylic acid tert-butyl ester